C1=CC2=C(C(=C1)OCC(COC3=CC=CC4=C3C(=O)C=C(O4)C(=O)[O-])O)C(=O)C=C(O2)C(=O)[O-].[Na+].[Na+] The molecule is an organic sodium salt that is the disodium salt of cromoglycic acid. It has a role as an anti-asthmatic drug and a drug allergen. It contains a cromoglycate(2-).